2-(4,4-difluoroazepan-1-yl)-6-(difluoromethyl)nicotinic acid FC1(CCN(CCC1)C1=C(C(=O)O)C=CC(=N1)C(F)F)F